[Si](C1=CC=CC=C1)(C1=CC=CC=C1)(C(C)(C)C)O[C@H](C)C[C@H](CCC=C)S(=O)(=O)N(CC1=CC=C(C=C1)OC)CC1=CC=C(C=C1)OC (2R,4S)-2-((TERT-BUTYLDIPHENYLSILYL)OXY)-N,N-BIS(4-METHOXYBENZYL)OCT-7-ENE-4-SULFONAMIDE